N1C=CC(=CC=C1)N1CCC(CC1)C=1C=C2C(=C(NC2=CC1)C1=C2C(=NC=C1)NN=C2)C(C)C 4-(5-(1-(azepin-4-yl)piperidin-4-yl)-3-isopropyl-1H-indol-2-yl)-1H-pyrazolo[3,4-b]pyridine